(1R)-1-(4-cyclopropyl-6-(2-methyl-2H-pyrazolo[3,4-b]pyridin-5-yl)thieno[2,3-b]pyridin-2-yl)-1-propanol C1(CC1)C1=C2C(=NC(=C1)C1=CC=3C(N=C1)=NN(C3)C)SC(=C2)[C@@H](CC)O